(3-methoxyphenyl)-4-(4-methylbenzoyl)piperazine-2,5-dione COC=1C=C(C=CC1)N1C(CN(C(C1)=O)C(C1=CC=C(C=C1)C)=O)=O